3-(2-bromophenyl)-2-methyl-1-phenylprop-2-en-1-one BrC1=C(C=CC=C1)C=C(C(=O)C1=CC=CC=C1)C